6-Chloro-3-(3,4-dimethoxybenzoyl)-N-((1-methyl-1H-imidazol-4-yl)methyl)-4-oxo-4H-chromene-2-carboxamide ClC=1C=C2C(C(=C(OC2=CC1)C(=O)NCC=1N=CN(C1)C)C(C1=CC(=C(C=C1)OC)OC)=O)=O